(7R)-3-cyclopropyl-N-(2-fluoro-2-methylpropyl)-7-[[6-(5-methyl-1,3,4-oxadiazol-2-yl)pyridin-3-yl]amino]-7,8-dihydro-6H-cyclopenta[g]isoquinoline-5-sulfonamide C1(CC1)C=1N=CC=2C=C3C(=C(C2C1)S(=O)(=O)NCC(C)(C)F)C[C@@H](C3)NC=3C=NC(=CC3)C=3OC(=NN3)C